(trans)-4-ethyl-4'-propyl-1,1'-bicyclohexane C(C)C1CCC(CC1)C1CCC(CC1)CCC